CC1(CN(CCN1C(=O)C1=CNC(C=C1)=O)C(=O)OC(C)(C)C)C tert-butyl 3,3-dimethyl-4-(6-oxo-1,6-dihydropyridine-3-carbonyl)piperazine-1-carboxylate